2-(3-(4-(2,2-Difluorobenzo[d][1,3]dioxan-5-yl)piperazin-1-yl)-3-oxopropyl)-2H-indazole-7-carboxamide FC1(OCC2=C(O1)C=CC=C2N2CCN(CC2)C(CCN2N=C1C(=CC=CC1=C2)C(=O)N)=O)F